CC1(OB(OC1(C)C)C1=C2CC[C@H](C2=CC=C1)NC(OC(C)(C)C)=O)C tert-Butyl (R)-(4-(4,4,5,5-tetramethyl-1,3,2-dioxaborolan-2-yl)-2,3-dihydro-1H-inden-1-yl)carbamate